C1=CC(=C2C(=C1)SC(=N2)[N+](=O)[O-])[N+](=O)[O-] dinitrobenzothiazole